diethylene glycol dimethacrylate Acrylate C(C=C)(=O)O.C(C(=C)C)(=O)O.C(C(=C)C)(=O)O.C(COCCO)O